C1(=C(C=CC=C1)C1=C(C2=CC3=CC=CC=C3C=C2C=C1)C1=COC=2C1=CC=C1C2C=CC2=CC=CC=C21)C=2C(=CC=CC2)C2=CC=CC=C2 (terphenylyl)(naphthobenzofuranyl)anthracene